ClC=1C=C(C=CC1)C(CO)NC(=O)C1=CN(C=C1)C1=NC(=NC=C1C)NC1=CC(=C(C=C1)F)N1CCOCC1 N-(1-(3-chlorophenyl)-2-hydroxyethyl)-1-(2-((4-fluoro-3-morpholinylphenyl)amino)-5-methyl-pyrimidin-4-yl)-1H-pyrrole-3-amide